C(C1=CC=CC=C1)OC1=CC(=CC(=C1)C1CC1)Br 1-(benzyloxy)-3-bromo-5-cyclopropylbenzene